tert-butyl 7-benzyl-5,5-difluoro-8-methyl-6-oxo-2,7-diazaspiro[3.5]nonane-2-carboxylate C(C1=CC=CC=C1)N1C(C(C2(CN(C2)C(=O)OC(C)(C)C)CC1C)(F)F)=O